(9,10-epoxydecyl)triethoxysilane C(CCCCCCCC1CO1)[Si](OCC)(OCC)OCC